3-[6-({4-[2-amino-6-(2,3-difluorophenyl)-4-pyrimidinyl]-1H-1,2,3-triazol-1-yl}methyl)-2-pyridinyl]-3-methylbutanoic acid NC1=NC(=CC(=N1)C=1N=NN(C1)CC1=CC=CC(=N1)C(CC(=O)O)(C)C)C1=C(C(=CC=C1)F)F